ClC=1C=C(C=CC1)N1N=C(C=C1O)C(F)(F)F 1-(3-chlorophenyl)-3-trifluoromethyl-1H-pyrazol-5-ol